CC1(OC2=CC=CC=C2[C@H](C1)NC(=O)C=1C=C(C=CC1)C(CCC#C)N1C(N[C@](CC1=O)(C)C(C)C)=[NH2+])C [(4S)-1-[1-[3-[[(4S)-2,2-dimethylchroman-4-yl]carbamoyl]phenyl]pent-4-ynyl]-4-isopropyl-4-methyl-6-oxo-hexahydropyrimidin-2-ylidene]ammonium